N-(3,3-difluoropiperidin-4-yl)-5-((3-fluoropyridin-2-yl)methoxy)-2-methylbenzofuran FC1(CNCCC1N1C(C(=CC=C1)F)COC=1C=CC2=C(C=C(O2)C)C1)F